C(C)(C)(C)N1CCC(CC1)N1N=NC(=C1)[C@H](C1=CN=CN1C)NC=1C=C2C(=C(C=NC2=C(C1)Cl)C#N)NC1=CC(=C(C=C1)F)Cl (S)-6-(((1-(1-(tert-butyl)piperidin-4-yl)-1H-1,2,3-triazol-4-yl)(1-methyl-1H-imidazol-5-yl)methyl)amino)-8-chloro-4-((3-chloro-4-fluorophenyl)amino)quinoline-3-carbonitrile